N(N)C(OC1=CC(=CC=C1O)\C=C\C(=O)CC(=O)\C=C\C1=CC=C(O)C(OC)=C1)C(C1=CC=CC=C1)=O hydrazinobenzoyl-curcumin